2-(2,5-dimethylphenyl)-N-methoxy-N,3-dimethylbutanamide CC1=C(C=C(C=C1)C)C(C(=O)N(C)OC)C(C)C